1-[(4-methylquinazolin-2-yl)methyl]-3-methyl-7-(2-butyn-1-yl)-8-bromo-xanthine CC1=NC(=NC2=CC=CC=C12)CN1C(=O)N(C=2N=C(N(C2C1=O)CC#CC)Br)C